O[C@]1([C@@H](CCC1)N1C(C=CC2=C1N=C(N=C2)S(=O)(=O)C)=O)C 8-((1R,2R)-2-hydroxy-2-methylcyclopentyl)-2-(methylsulfonyl)pyrido[2,3-d]pyrimidin-7(8H)-one